FC1(CN(CC1)C1=NN=C(S1)C(=O)N1CC2(CC1)CCC(CC2)=O)F (5-(3,3-Difluoropyrrolidin-1-yl)-1,3,4-thiadiazol-2-yl)(8-oxo-2-azaspiro[4.5]decan-2-yl)methanone